C1=C(C(=CC2=CC=CC=C12)[O-])[O-].C1=C(C(=CC2=CC=CC=C12)[O-])[O-].[Sr+2].[Sr+2] strontium bis(2,3-naphthalenediolate)